Cl[Si](CCC)(CCC)CCC chlorotris(n-propyl)silane